tert-butyl N-ethyl-N-{1-[8-({8-fluoro-2-methylimidazo[1,2-a]pyridin-6-yl}carbamoyl)quinoxalin-5-yl]piperidin-4-yl}carbamate C(C)N(C(OC(C)(C)C)=O)C1CCN(CC1)C1=C2N=CC=NC2=C(C=C1)C(NC=1C=C(C=2N(C1)C=C(N2)C)F)=O